FC1=CC=C2C=C(C=C(C2=C1C#C[Si](C(C)C)(C(C)C)C(C)C)B1OC(C(O1)(C)C)(C)C)OCOC 2-[7-fluoro-3-(methoxymethoxy)-8-[2-[tris(1-methylethyl)silyl]ethynyl]-1-naphthalenyl]-4,4,5,5-tetramethyl-1,3,2-dioxaborolane